(R,Z)-4-fluoro-1-((2'-methyl-5-morpholino-[1,1'-biphenyl]-2-yl)sulfonyl)-N-(4-(methylsulfonyl)but-3-en-2-yl)piperidine-4-carboxamide FC1(CCN(CC1)S(=O)(=O)C1=C(C=C(C=C1)N1CCOCC1)C1=C(C=CC=C1)C)C(=O)N[C@H](C)\C=C/S(=O)(=O)C